FC1=C(C=C(C=C1)NC(=O)C1=CC=CC2=CC(=CC=C12)B1OC(C(O1)(C)C)(C)C)C N-(4-fluoro-3-methylphenyl)-6-(4,4,5,5-tetramethyl-1,3,2-dioxaborolan-2-yl)-1-naphthalenecarboxamide